CNC(=O)C1=CC(=CC=2C(COC21)C2=C1C(=NC=C2)NC=C1)C(=O)N N7-methyl-3-(1H-pyrrolo[2,3-b]pyridin-4-yl)-2,3-dihydrobenzofuran-5,7-dicarboxamide